2-(2-prop-2-ynoxyethoxymethyl)oxirane C(C#C)OCCOCC1OC1